7-((1r,4r)-4-(2-fluoro-6-methylphenyl)cyclohexyl)-3-((Z)-prop-1-en-1-yl)-5-((3-(trifluoromethyl)pyridin-2-yl)methyl)pyrido[2,3-b]pyrazin-6(5H)-one FC1=C(C(=CC=C1)C)C1CCC(CC1)C1=CC=2C(=NC(=CN2)\C=C/C)N(C1=O)CC1=NC=CC=C1C(F)(F)F